BrCC(F)(F)F 2-bromo-1,1,1-trifluoroethane